FC=1C(=NC(=NC1)NC1=CC(=C(C=C1)OCCOCCOC)F)NC=1C=C(C=CC1)NC(C=C)=O N-(3-(5-fluoro-2-(3-fluoro-4-(2-(2-methoxyethoxy)ethoxy)-phenylamino)pyrimidin-4-ylamino)phenyl)acrylamide